3-{4-[(2-cyclopropylethyl)[(1r,4r)-4-[(3,3,3-trifluoropropyl)amino]cyclohexyl]amino]-1-oxo-3H-isoindol-2-yl}piperidine-2,6-dione C1(CC1)CCN(C1=C2CN(C(C2=CC=C1)=O)C1C(NC(CC1)=O)=O)C1CCC(CC1)NCCC(F)(F)F